2-(3-cyclopentyl-5-phenyl-4-(4-sulfamoylphenoxy)-1H-pyrazol-1-yl)thiazole-4-carboxylic acid C1(CCCC1)C1=NN(C(=C1OC1=CC=C(C=C1)S(N)(=O)=O)C1=CC=CC=C1)C=1SC=C(N1)C(=O)O